N-3-(2-methoxyethoxy)propyl-methacrylamide COCCOCCCNC(C(=C)C)=O